2-(4-chloro-benzyl)-3-(4-chloro-phenyl)-1-oxo-1,2,3,4-tetrahydro-isoquinoline-4-carboxylic acid ClC1=CC=C(CN2C(C3=CC=CC=C3C(C2C2=CC=C(C=C2)Cl)C(=O)O)=O)C=C1